tert-butyl 3,7-diazabicyclo[4.2.0]octane-7-carboxylate C12CNCCC2N(C1)C(=O)OC(C)(C)C